1-(3-(4-(((R)-1-(3-(difluoromethyl)-2-fluorophenyl)ethyl)amino)-2-methyl-7,8-Dihydro-6H-pyrrolo[2,3-g]quinazolin-6-yl)pyrrolidin-1-yl)ethan-1-one FC(C=1C(=C(C=CC1)[C@@H](C)NC1=NC(=NC2=CC3=C(C=C12)N(CC3)C3CN(CC3)C(C)=O)C)F)F